COC=1C=C(C=C(C1)OC)C=1C=C2C=CC(=NC2=CC1)N1CCC(CC1)C(=O)O 1-(6-(3,5-dimethoxyphenyl)quinolin-2-yl)piperidine-4-carboxylic acid